C(C)C(C(=O)O)(CC)NC(NC1=CC(=CC=C1)F)=O E-2-Ethyl-2-{[(3-fluorophenyl)carbamoyl]amino}butanoic acid